NN1C(=NC(=C1C(=O)N)C1=CC=C(C=C1)C(NC1=NC=CC(=C1)Cl)=O)[C@H]1N(CCCC1)C#CC (S)-1-amino-4-(4-((4-chloropyridin-2-yl)carbamoyl)phenyl)-2-(1-propynylpiperidin-2-yl)-1H-imidazole-5-carboxamide